COCCOCCOCCOC=1C=C(C(=O)NC2=CC=CC=C2)C=C(C1OCCOCCOCCOC)OCCOCCOCCOC 3,4,5-Tris(2-(2-(2-Methoxyethoxy)Ethoxy)Ethoxy)-N-Phenyl-Benzamide